BrC1=C(OC2=C(C=C(C=C2C1=O)C)[C@H](C)O)C=1C=NN(C1)C 3-Bromo-8-[(1S)-1-hydroxyethyl]-6-methyl-2-(1-methylpyrazol-4-yl)chromen-4-one